C(C)(C)(C)OC(=O)N1CCN(CC1)C1=CC=C(C2=C1N(N=N2)C)C(=O)O 7-[4-(tert-butoxycarbonyl)piperazin-1-yl]-1-methyl-1,2,3-benzotriazole-4-carboxylic acid